tert-butyl (3-(4-(2-(4-((2-(2-oxa-6-azaspiro[3.3]heptan-6-yl)pyrimidin-4-yl)methoxy)phenyl)propan-2-yl)phenoxy)cyclohexyl)carbamate C1OCC12CN(C2)C2=NC=CC(=N2)COC2=CC=C(C=C2)C(C)(C)C2=CC=C(OC1CC(CCC1)NC(OC(C)(C)C)=O)C=C2